6-[1-({4-[5-(difluoromethyl)-1,3,4-oxadiazol-2-yl]-3-fluorophenyl}methyl)-1H-1,2,3-triazol-4-yl]-N-methylquinazolin-2-amine FC(C1=NN=C(O1)C1=C(C=C(C=C1)CN1N=NC(=C1)C=1C=C2C=NC(=NC2=CC1)NC)F)F